C(C1=CC=CC=C1)C1=CC=C(SCCSCC=2NC(NC2)=S)C=C1 4-[(4-Benzylthiophenoxyethylsulfanyl)methyl]1,3-dihydroimidazole-2-thione